(12aR)-9-bromo-10-chloro-8-(methoxymethyl)-3,4,12,12a-tetrahydro-6H-pyrazino[2,1-c][1,4]benzoxazepine-2(1H)-carboxylic acid tert-butyl ester C(C)(C)(C)OC(=O)N1C[C@@H]2COC3=C(CN2CC1)C=C(C(=C3Cl)Br)COC